CNCC=1OC2=C(C1C)C(=CC=C2)OC=2C=NC=CC2 N-methyl-1-(3-methyl-4-(pyridin-3-yloxy)benzofuran-2-yl)methylamine